(6S)-12-nitro-8-oxa-2,10-diazatricyclo[7.4.0.02,6]trideca-1(9),10,12-trien-3-one [N+](=O)([O-])C=1C=NC=2OC[C@@H]3CCC(N3C2C1)=O